6-(4-hydroxyphenyl)-2-(2-ethoxyethoxy)-4-(4-methoxyphenyl)nicotinonitrile OC1=CC=C(C=C1)C1=NC(=C(C#N)C(=C1)C1=CC=C(C=C1)OC)OCCOCC